6-[4-(4-Aminopiperidin-1-yl)-3-(3,5-dichlorophenyl)cinnolin-6-yl]-4-fluoro-2,3-dihydro-1H-1,3-benzodiazol-2-one NC1CCN(CC1)C1=C(N=NC2=CC=C(C=C12)C=1C=C(C2=C(NC(N2)=O)C1)F)C1=CC(=CC(=C1)Cl)Cl